4-(bis(4-bromophenyl)amino)benzaldehyde BrC1=CC=C(C=C1)N(C1=CC=C(C=O)C=C1)C1=CC=C(C=C1)Br